C1(CC=CCC1)CN1CCC(CC1)N 1-(3-cyclohexenylmethyl)-4-piperidinamine